OCCNC1=NC(=NC(=N1)N(C1C(N(C(CC1)(C)C)OC1CCCCC1)(C)C)CCCC)N(CCCC)C1C(N(C(CC1)(C)C)OC1CCCCC1)(C)C 2-hydroxyethylamino-4,6-bis(N-butyl-N-(2,2,6,6-tetramethyl-1-cyclohexyloxypiperidyl)amino)-1,3,5-triazine